C(CCC)[Si](C=1C=C(C=CC1)P(N(P(C1=CC(=CC=C1)[Si](CCCC)(CCCC)CCCC)C1=C(C=CC=C1)F)C)C1=CC(=CC=C1)[Si](CCCC)(CCCC)CCCC)(CCCC)CCCC N-(bis(3-(tributylsilyl)phenyl)phosphaneyl)-1-(2-fluorophenyl)-N-methyl-1-(3-(tributylsilyl)phenyl)phosphanamine